O([C@@H]1[C@H](O)[C@@H](O)[C@@H](O)[C@H](O1)CO)C Methyl α-D-galactopyranoside